C(C)OC(=O)C1=C(N=CS1)O 4-hydroxythiazole-5-carboxylic acid ethyl ester